2-((2-ethyl-6-(2-(3-((1-methylazetidin-3-yl)amino)azetidin-1-yl)pyrimidin-5-yl)imidazo[1,2-a]pyridin-3-yl)(methyl)amino)-4-(4-fluorophenyl)thiazole-5-carbonitrile C(C)C=1N=C2N(C=C(C=C2)C=2C=NC(=NC2)N2CC(C2)NC2CN(C2)C)C1N(C=1SC(=C(N1)C1=CC=C(C=C1)F)C#N)C